(R)-4-(N-methylacetamido)-3-(4-methylphenyl)-N-((R)-1-(2-(trifluoromethyl)pyrimidin-5-yl)ethyl)-4,5-dihydro-1H-pyrazol-1-carboxamide CN(C(C)=O)[C@H]1C(=NN(C1)C(=O)N[C@H](C)C=1C=NC(=NC1)C(F)(F)F)C1=CC=C(C=C1)C